4-[6-[[(3R)-1-Ethyl-3-piperidyl]amino]-4-methyl-5-oxo-1,2,4-triazin-3-yl]-3-hydroxybenzonitrile C(C)N1C[C@@H](CCC1)NC=1C(N(C(=NN1)C1=C(C=C(C#N)C=C1)O)C)=O